5-bromo-3-chloro-1-(5-methoxy-2-methylphenyl)-2-(2,4,6-trifluorophenyl)pyridin-4(1H)-one BrC=1C(C(=C(N(C1)C1=C(C=CC(=C1)OC)C)C1=C(C=C(C=C1F)F)F)Cl)=O